2-((4,5-dibromothiophen-2-yl)methoxy)tetrahydro-2H-pyran BrC=1C=C(SC1Br)COC1OCCCC1